ClC1=NC=C(C(=N1)NC=1C=C(C=CC1)NC(OC(C)(C)C)=O)C(F)(F)F tert-butyl (3-((2-chloro-5-(trifluoromethyl)pyrimidin-4-yl)amino)phenyl)carbamate